CS(=O)(=O)OCC12COC(C1)(C2)CNC2=C1C=CN=C(C1=CC=C2)NCC2=C(C=C(C=C2)OC)OC [1-[[[1-[(2,4-dimethoxyphenyl)methylamino]isoquinolin-5-yl]amino]methyl]-2-oxabicyclo[2.1.1]hexan-4-yl]methyl methanesulfonate